COC1=C(C=CC=C1C1=NC=C(C=N1)C)NC(OC(C)(C)C)=O t-butyl (2-methoxy-3-(5-methyl pyrimidin-2-yl)phenyl)carbamate